2-ETHYL-5-METHYLCYCLOPENTANAL C(C)C1C(C(CC1)C)C=O